C1(CC1)N(C1=C(C(=NC=N1)NCC1(CCOCC1)CCO)F)CC1=CC=C(C=C1)C(F)(F)F 2-[4-[[[6-[cyclopropyl-[[4-(trifluoromethyl)phenyl]methyl]amino]-5-fluoro-pyrimidin-4-yl]amino]methyl]tetrahydropyran-4-yl]ethanol